CCC(C(NC(COCC(=O)N)=O)(CC)CC)(CCCC)CC N'-tetra-2-ethylhexyl-diglycolamide